COC(C(=O)NC1(COC1)C)=O 2-((3-Methyloxetan-3-yl)amino)-2-oxoacetic acid methyl ester